7-methyl-6,9-dioxo-2,10-dioxa-5,8-diazadodecane CC(C(NCCOC)=O)NC(OCC)=O